4-(3-Chloroanilino)-6'-(hydroxymethyl)-2'-[(2R)-2-methyl-3-{[(5R)-5-methyl-5,6,7,8-tetrahydroquinolin-4-yl]oxy}propyl]-2',3'-dihydrospiro[cyclohexane-1,1'-indene]-4-carboxylic acid ClC=1C=C(NC2(CCC3(C(CC4=CC=C(C=C34)CO)C[C@H](COC3=CC=NC=4CCC[C@H](C34)C)C)CC2)C(=O)O)C=CC1